2-(tert-butoxycarbonyl)-2-azabicyclo[2.2.1]heptane-6-carboxylic acid C(C)(C)(C)OC(=O)N1C2C(CC(C1)C2)C(=O)O